nonyl 8-((8-((4,4-bis(((Z)-oct-5-en-1-yl)oxy)butanoyl)oxy)octyl)(2-hydroxyethyl)amino)octanoate C(CCC\C=C/CC)OC(CCC(=O)OCCCCCCCCN(CCCCCCCC(=O)OCCCCCCCCC)CCO)OCCCC\C=C/CC